CS(=O)(=O)CC=1OC(=CN1)C(=O)[Li] [2-(methylsulfonylmethyl)oxazole-5-carbonyl]Lithium